ClC=1C=CC(=C(C(=O)NC=2C=C3C=CC=NC3=CC2)C1)C 5-chloro-2-methyl-N-(quinolin-6-yl)benzamide